C(C1=CC=CC=C1)OC=1C(=NC=NC1OCC1=CC=CC=C1)C[C@@H](CO)C1=CC=C(C=C1)I (R)-3-(5,6-bis(benzyloxy)pyrimidin-4-yl)-2-(4-iodophenyl)propan-1-ol